tris(3,5-dichlorophenyl)boron ClC=1C=C(C=C(C1)Cl)B(C1=CC(=CC(=C1)Cl)Cl)C1=CC(=CC(=C1)Cl)Cl